Thioxan S1OCCCC1